C(CCC(=O)O)(=O)OCC[C@H](N)C(=O)O O-SUCCINYL-L-HOMOSERINE